ClC1=C(C=C(C=C1)C1OC(C(C(C1O)O)O)SC)CC1=CC(=C(C=C1)OC[C@H](COCC)O)F 2-[4-chloro-3-[[4-[(2S)-3-ethoxy-2-hydroxy-propoxy]-3-fluorophenyl]methyl]phenyl]-6-methylsulfanyl-tetrahydropyran-3,4,5-triol